(R)-(2-Chlorophenyl)(4-methyl-7-azabicyclo[2.2.1]heptan-1-yl)methanol hydrochloride Cl.ClC1=C(C=CC=C1)[C@@H](O)C12CCC(CC1)(N2)C